IC1=CC(=C(C(=O)NC=2C=NN3C2N=CC=C3)C=C1)N1CCC3(CC3)CC1 4-Iodo-N-(pyrazolo[1,5-a]pyrimidin-3-yl)-2-(6-azaspiro[2.5]oct-6-yl)benzamide